NC1=NC(=NC(=N1)Cl)Cl C2-amino-4,6-dichloro-1,3,5-triazine